1-(3,5-difluorobenzyl)-6-(4-methoxy-5H-pyrrolo[3,2-d]pyrimidin-5-yl)-2-(1,3-oxazol-5-yl)-1H-imidazo[4,5-b]pyridine FC=1C=C(CN2C(=NC3=NC=C(C=C32)N3C=CC=2N=CN=C(C23)OC)C2=CN=CO2)C=C(C1)F